COC1=C(C(=O)C=2C=C(NC2)C(=O)O)C=CC=C1 4-(2-methoxybenzoyl)-1H-pyrrole-2-carboxylic acid